BrC(C)CCBr 2,4-Dibromobutan